((2S,6R)-2,6-dimethylmorpholino)(3-(2-(6-(methylsulfonyl)pyridin-3-yl)furo[3,2-b]pyridin-7-yl)phenyl)methanone C[C@@H]1O[C@@H](CN(C1)C(=O)C1=CC(=CC=C1)C1=C2C(=NC=C1)C=C(O2)C=2C=NC(=CC2)S(=O)(=O)C)C